BrC=1C=C(C(NC1)=O)C(=O)OC Methyl 5-bromo-2-oxo-1,2-dihydropyridine-3-carboxylate